O=C1C(=NC=CN1C1=CC(=C(C=C1)Cl)Cl)C(=O)N 3-oxo-4-(3,4-dichlorophenyl)-3,4-dihydropyrazine-2-carboxamide